stigmastane-3,6-diol CC[C@H](CC[C@@H](C)[C@H]1CC[C@H]2[C@@H]3CC(C4CC(CC[C@]4(C)[C@H]3CC[C@]12C)O)O)C(C)C